4-(1-(bicyclo[1.1.1]pentan-1-yl)-1H-benzo[d]imidazol-2-yl)-6-methoxy-3-methylbenzene-1,2-diol C12(CC(C1)C2)N2C(=NC1=C2C=CC=C1)C=1C(=C(C(=C(C1)OC)O)O)C